(+/-)-1,7,7-trimethylbicyclo[2.2.1]heptan-2-one CC12C(CC(CC1)C2(C)C)=O